COC1=C(C=CC=C1)C(CCC(CNC(OC(C)(C)C)=O)C)=O tert-butyl N-[5-(2-methoxyphenyl)-2-methyl-5-oxo-Pentyl]carbamate